1-octylnonyl 8-[(2S)-3-[2-[2-[2-(2-benzyloxyethoxy)ethoxy] ethoxy]ethoxy]-2-[8-(1-octylnonoxy)-8-oxo-octoxy]propoxy]octanoate C(C1=CC=CC=C1)OCCOCCOCCOCCOC[C@H](COCCCCCCCC(=O)OC(CCCCCCCC)CCCCCCCC)OCCCCCCCC(=O)OC(CCCCCCCC)CCCCCCCC